2-chloro-3-(9-(5-chloro-2-methoxybenzyl)-6-(1-methylcyclopropoxy)-9H-purin-8-yl)phenol ClC1=C(C=CC=C1C=1N(C2=NC=NC(=C2N1)OC1(CC1)C)CC1=C(C=CC(=C1)Cl)OC)O